tert-butyl 6-((5-fluoro-2-methylphenyl)-5-methyl-1H-pyrazol-3-yl)-2-azaspiro[3.3]heptane-2-carboxylate FC=1C=CC(=C(C1)N1N=C(C=C1C)C1CC2(CN(C2)C(=O)OC(C)(C)C)C1)C